1-((3-(pyrrolidin-1-ylmethyl)oxetan-3-yl)methyl)benzene-1,4-diamine N1(CCCC1)CC1(COC1)CC1(CC=C(C=C1)N)N